3-(3-(3,4-dichlorophenyl)propanamido)-1-(4-methoxybenzyl)-5-(pyridin-4-yl)-1H-pyrazole-4-carboxamide ClC=1C=C(C=CC1Cl)CCC(=O)NC1=NN(C(=C1C(=O)N)C1=CC=NC=C1)CC1=CC=C(C=C1)OC